tert-butyl (S,Z)-(4-(3-(2-(2-(2-(2-naphthamido)-5-bromobenzamido)-3-(1H-indol-3-yl)propanamido)ethyl)-2-phenylguanidino)phenyl)carbamate C1=C(C=CC2=CC=CC=C12)C(=O)NC1=C(C(=O)N[C@H](C(=O)NCCN/C(/NC2=CC=C(C=C2)NC(OC(C)(C)C)=O)=N/C2=CC=CC=C2)CC2=CNC3=CC=CC=C23)C=C(C=C1)Br